tert-butyl 3-[2-[4-(2,6-dioxo-3-piperidyl)phenyl]ethyl]-3-fluoro-azetidine-1-carboxylate O=C1NC(CCC1C1=CC=C(C=C1)CCC1(CN(C1)C(=O)OC(C)(C)C)F)=O